C(C)[Si](O[Si](C)(C)C)(O[Si](O[Si](O[Si](C)(C)C)(C)C)(C)C)CC 3,3-diethyl-1,1,1,5,5,7,7,9,9,9-decamethylpentasiloxane